3-methyl-1λ3,13λ3-tridecane CC(C[CH2])CCCCCCCCC[CH2]